(3,7-Dimethylocta-1,6-dien-3-yl)acetate CC(C=C)(CCC=C(C)C)CC(=O)[O-]